(3R)-3-amino-7-[5-(1-bicyclo[1.1.1]pentanylamino)-1,3,4-oxadiazol-2-yl]-5-[(4-chlorophenyl)methyl]-8-fluoro-1,1-dioxo-2,3-dihydro-1λ6,5-benzothiazepin-4-one N[C@H]1CS(C2=C(N(C1=O)CC1=CC=C(C=C1)Cl)C=C(C(=C2)F)C=2OC(=NN2)NC21CC(C2)C1)(=O)=O